ClC1=C(C=NN1C)C#CC1=CC(=C(COC2=CC=CC(=N2)C2=CC(=C(CC3=NC4=C(N3C[C@H]3OCC3)C=C(C=C4)C(=O)O)C=C2F)F)C=C1)F (S)-2-(4-(6-((4-((5-chloro-1-methyl-1H-pyrazol-4-yl)ethynyl)-2-fluorobenzyl)oxy)pyridin-2-yl)-2,5-difluorobenzyl)-1-(oxetan-2-ylmethyl)-1H-benzo[d]imidazole-6-carboxylic acid